2-(dimethylamino)-1-[4-(4-morpholinyl)phenyl]-2-(phenylmethyl)-1-butanone CN(C(C(=O)C1=CC=C(C=C1)N1CCOCC1)(CC)CC1=CC=CC=C1)C